isopropyl 4-(((3R,6S)-1-acryloyl-6-methylpiperidin-3-yl)amino)-7H-pyrrolo[2,3-d]pyrimidine-7-carboxylate C(C=C)(=O)N1C[C@@H](CC[C@@H]1C)NC=1C2=C(N=CN1)N(C=C2)C(=O)OC(C)C